N1-((S)-4-methyl-1-oxo-1-(((S)-3-oxo-1-((S)-2-oxopyrrolidin-3-yl)-4-(2,3,5,6-tetrafluorophenoxy)butan-2-yl)amino)pentan-2-yl)-N2-(2-(trifluoromethyl)pyridin-3-yl)oxalamide CC(C[C@@H](C(N[C@@H](C[C@H]1C(NCC1)=O)C(COC1=C(C(=CC(=C1F)F)F)F)=O)=O)NC(C(=O)NC=1C(=NC=CC1)C(F)(F)F)=O)C